(R*)-1-(3-hydroxy-3-((4-(trifluoromethyl)phenyl)ethynyl)pyrrolidin-1-yl)prop-2-en-1-one trifluoroacetate FC(C(=O)O)(F)F.O[C@@]1(CN(CC1)C(C=C)=O)C#CC1=CC=C(C=C1)C(F)(F)F |o1:8|